C(C)(C)N1C(=NC(=C1)C(F)(F)F)C1=CC=C(C=C1)CO (4-(1-isopropyl-4-trifluoromethyl-1H-imidazol-2-yl)phenyl)methanol